CC1=C(C(=O)C2=C(C=CC=3C4=CC=CC=C4P(C23)=O)OC(F)(F)F)C(=CC(=C1)C)C 2,4,6-trimethylbenzoyl-9-oxo-2-trifluoromethoxy-9-phosphafluorene